ClC=1C=CC(=C(C1)C=1C=C(C=2OCCNC2N1)NC1=CC(=NC=C1)NC(C=CN(C)C)=O)F N-(4-{[6-(5-chloro-2-fluorophenyl)-2H,3H,4H-pyrido[3,2-b][1,4]oxazin-8-yl]amino}pyridin-2-yl)-3-(dimethylamino)propenamide